NC(CCN(C([C@H](F)Cl)=O)NC(=O)[C@H](CC(C)C)NC(=O)C1=CC2=NC=CC=C2N1)=O N-[(1S)-1-[[(3-amino-3-oxo-propyl)-[(2R)-2-chloro-2-fluoro-acetyl]amino]carbamoyl]-3-methyl-butyl]-1H-pyrrolo[3,2-b]pyridine-2-carboxamide